FC1CN(C1)C1=CC=C2C3(CC=4C(=NOC4C2=C1)NS(=O)(=O)C1=C(C=CC=C1)OC)CC3 N-(8'-(3-fluoroazetidin-1-yl)-4'H-spiro[cyclopropane-1,5'-naphtho[2,1-d]isoxazol]-3'-yl)-2-methoxybenzenesulfonamide